C(#N)C1=CC(=C(C=N1)C1=CC(=CC=2N1N=CN2)NC(C)=O)C N-(5-(6-cyano-4-methylpyridin-3-yl)-[1,2,4]triazolo[1,5-a]pyridin-7-yl)acetamide